FC=1C=CC(=C(OCCC=2C(=NN(C2C)C)C)C1)C=1C=CC=2N(C1)C(=NN2)C2NCCC2 4-(2-{5-fluoro-2-[3-(pyrrolidin-2-yl)-[1,2,4]triazolo[4,3-a]pyridin-6-yl]phenoxy}ethyl)-1,3,5-trimethyl-1H-pyrazole